C(C)N(S(=O)(=O)C1=CC=2N(C=C1)N=NC2)[C@@H](C(F)(F)F)C2=CC=C(C=C2)F (R)-N-ethyl-N-(2,2,2-trifluoro-1-(4-fluorophenyl)ethyl)-[1,2,3]triazolo[1,5-a]pyridine-5-sulfonamide